[Co].[Se] selenium-cobalt